2-(5-methylfuran-2-yl)-1-(pyridin-2-ylmethyl)benzimidazole CC1=CC=C(O1)C1=NC2=C(N1CC1=NC=CC=C1)C=CC=C2